(R)-tert-butyl 2-(2-((tert-butyldimethylsilyl) oxy) ethyl)-5-oxopyrrolidine-1-carboxylate [Si](C)(C)(C(C)(C)C)OCC[C@@H]1N(C(CC1)=O)C(=O)OC(C)(C)C